N-((R)-1-(3-(difluoromethyl)-2-fluorophenyl)ethyl)-6-(((R)-3-(dimethylamino)pyrrolidin-1-yl)sulfonyl)-2-methylpyrido[3,4-d]pyrimidin-4-amine FC(C=1C(=C(C=CC1)[C@@H](C)NC=1C2=C(N=C(N1)C)C=NC(=C2)S(=O)(=O)N2C[C@@H](CC2)N(C)C)F)F